6-methyl-5-(1-(methylsulfonyl)ethyl)nicotinonitrile CC1=NC=C(C#N)C=C1C(C)S(=O)(=O)C